rac-6-(1-Isopropyl-1H-pyrazol-3-yl)-4-(3-methoxypyrrolidin-1-yl)-5-methyl-2-(1-methyl-1H-imidazol-2-yl)thieno[2,3-d]pyrimidine C(C)(C)N1N=C(C=C1)C1=C(C2=C(N=C(N=C2N2C[C@@H](CC2)OC)C=2N(C=CN2)C)S1)C |r|